P(=O)(O)([O-])[O-].[Na+].[Na+].[Cl-].[Na+] Sodium Chloride Disodium hydrogen phosphate